4-cyclopropyl-3-(1-oxo-2H-isoquinolin-5-yl)-N-[2-(trifluoromethyl)pyridin-4-yl]-1,2-thiazole-5-carboxamide C1(CC1)C=1C(=NSC1C(=O)NC1=CC(=NC=C1)C(F)(F)F)C1=C2C=CNC(C2=CC=C1)=O